BrC1=CC=2C(OCC3=NN(C=C3C3=CC=C(C(NS(C(=C1O)C2)(=O)=O)=C3)OC)C(F)F)=O 12-bromo-4-(difluoromethyl)-13-hydroxy-18-methoxy-15,15-dioxo-8-oxa-15λ6-thia-4,5,16-triazatetracyclo[15.3.1.1(10,14).0(2,6)]docosa-1(20),2,5,10(22),11,13,17(21),18-octaen-9-one